trans-tert-butyl (4-(5-(4-(trifluoromethyl)cyclohexyl)-1,3,4-oxadiazol-2-yl)cyclohexyl)carbamate FC(C1CCC(CC1)C1=NN=C(O1)[C@@H]1CC[C@H](CC1)NC(OC(C)(C)C)=O)(F)F